1-(2,2,2-trichloroethyl) 4-(3-(4-(trifluoromethyl)phenyl)thietan-3-yl) 2-methylenesuccinate C=C(C(=O)OCC(Cl)(Cl)Cl)CC(=O)OC1(CSC1)C1=CC=C(C=C1)C(F)(F)F